(S)-3-(7'-oxo-3',4',7',9'-tetrahydro-8'H-spiro[azetidine-3,2'-[1,4]oxazino[2,3-e]isoindol]-8'-yl)piperidine-2,6-dione O=C1N(CC2=C3C(=CC=C12)NCC1(O3)CNC1)[C@@H]1C(NC(CC1)=O)=O